Z-pyrrole-2-carboxylic acid N1C(=CC=C1)C(=O)O